OC1=C(C=C(C=C1)NS(=O)(=O)C1=CC=C(C=C1)C1=CC=C(C=C1)C(F)(F)F)NS(=O)(=O)CCCO N-(4-hydroxy-3-((3-hydroxypropyl)sulfonamido)phenyl)-4'-(trifluoromethyl)-[1,1'-biphenyl]-4-sulfonamide